1H-indol-3-yl acrylate C(C=C)(=O)OC1=CNC2=CC=CC=C12